C(#N)C1=CC=2N(N=C1)C(=CC2F)C(=O)NC2=CC1=CN(N=C1C=C2C(C)(C)O)C2CCC(CC2)N2CCNCC2 3-cyano-5-fluoro-N-(6-(2-hydroxypropan-2-yl)-2-((1r,4r)-4-(piperazin-1-yl)cyclohexyl)-2H-indazol-5-yl)pyrrolo[1,2-b]pyridazine-7-carboxamide